BrC1=C(C=C(CNC(=N)N)C=C1)C 1-(4-bromo-3-methylbenzyl)guanidine